(2-chloro-6-fluoro-phenyl)-(3,3-difluorocyclopentyl)methanone ClC1=C(C(=CC=C1)F)C(=O)C1CC(CC1)(F)F